C(C1=CC=C(C(=O)O)C=C1)(=O)O.CCCCCCCCCCCCCC.CCCCCCCCCCCCCC ditetradecane terephthalate